BrC(C)C=1C=CC(=NC1)C(F)(F)F 5-(1-bromoethyl)-2-trifluoromethylpyridine